C1(CCCCCC1)[C@@H](C(=O)NC1=NC=C(C=C1)C1=C(C=NN1C)CO)NC(=O)C1=CC=NN1C (S)-N-(1-cycloheptyl-2-((5-(4-(hydroxymethyl)-1-methyl-1H-pyrazol-5-yl)pyridin-2-yl)amino)-2-oxoethyl)-1-methyl-1H-pyrazole-5-carboxamide